((R)-(2-(((3S,6S,9aS)-3-(3-(4-ethoxypyridin-3-yl)azetidine-1-carbonyl)-5-oxooctahydro-1H-pyrrolo[1,2-a]azepin-6-yl)carbamoyl)benzo[b]thiophen-5-yl)fluoromethyl)phosphonic acid C(C)OC1=C(C=NC=C1)C1CN(C1)C(=O)[C@@H]1CC[C@H]2N1C([C@H](CCC2)NC(=O)C2=CC1=C(S2)C=CC(=C1)[C@H](F)P(O)(O)=O)=O